1-(2-(dimethylamino)ethyl)-1H-indole-5-carboxylic acid lithium [Li].CN(CCN1C=CC2=CC(=CC=C12)C(=O)O)C